ClC=1C(=C2C=NC(=NN2C1C1CCCC1)N[C@H]1[C@@H](CN(CC1)S(=O)(=O)C)F)F 6-chloro-7-cyclopentyl-5-fluoro-N-((3R,4R)-3-fluoro-1-(methylsulfonyl)piperidin-4-yl)pyrrolo[2,1-f][1,2,4]triazin-2-amine